C(=O)(O)CCP(CCC(=O)O)CCC(=O)O 3-[bis(2-carboxyethyl)phosphino]Propionic acid